CN1C2=C(OC[C@@H](C1=O)NC(OC(C)(C)C)=O)C=CC(=C2)OCCN2CCCCC2 tert-butyl (S)-(5-methyl-4-oxo-7-(2-(piperidin-1-yl)ethoxy)-2,3,4,5-tetrahydrobenzo[b][1,4]oxazepin-3-yl)carbamate